O=C([C@H](O)[C@@H](O)[C@H](O)[C@H](O)CO)O.C(CCCCCCC)NC=1NC(=NC(N1)(C)C)NCC1=CC=C(C=C1)C 4-octylamino-3,6-dihydro-6,6-dimethyl-2-(4'-methylbenzylamino)-1,3,5-triazine gluconate